5-[4-(1-piperidyl)-1H-pyrrolo[2,3-b]pyridin-3-yl]pyridine-3-carbonitrile N1(CCCCC1)C1=C2C(=NC=C1)NC=C2C=2C=C(C=NC2)C#N